(S)-3-(3-((2S,3R)-2-(Benzo[b]thiophen-2-yl)-4,4,4-trifluoro-3-methylbutanylamino)-4-Chlorophenyl)-3-cyclopropylpropionic acid S1C2=C(C=C1[C@H](CNC=1C=C(C=CC1Cl)[C@@H](CC(=O)O)C1CC1)[C@H](C(F)(F)F)C)C=CC=C2